ICC1=CC=C(C=C1)CI 1,4-di(iodomethyl)benzene